Methyl 2-[4-({[4-(benzyloxy)phenyl]amino}carbonyl)-1,5-dimethyl-1H-pyrrol-2-yl]-4,5-difluorobenzoate C(C1=CC=CC=C1)OC1=CC=C(C=C1)NC(=O)C=1C=C(N(C1C)C)C1=C(C(=O)OC)C=C(C(=C1)F)F